C(C)(=O)C1=C(C=C(C(=C1)OC)O)CCNC(OC(C)(C)C)=O tert-butyl [2-(2-acetyl-5-hydroxy-4-methoxyphenyl)ethyl]carbamate